C(C)(C)(C)S(=O)(=O)N1CCC2=C1N=C(N=C2)NC(C2=C(C=C(C=C2)[N+](=O)[O-])N2CCC1(CC1)CC2)=O N-(7-(tert-butylsulfonyl)-6,7-dihydro-5H-pyrrolo[2,3-d]pyrimidin-2-yl)-4-nitro-2-(6-azaspiro[2.5]octan-6-yl)benzamide